(3S,6S,9aS)-3-(hydroxymethyl)-6-isobutyl-8-isopentyl-2-methylhexahydro-4H-pyrazino[1,2-a]pyrazine-4,7(6H)-dione OC[C@@H]1N(C[C@@H]2N(C1=O)[C@H](C(N(C2)CCC(C)C)=O)CC(C)C)C